COC(=O)C=1C(N(C2=NC(=CC=C2C1N)N(C)C)C1=CC=C(C=C1)Cl)=O 4-Amino-1-(4-chlorophenyl)-7-(dimethylamino)-2-oxo-1,2-dihydro-1,8-naphthyridine-3-carboxylic acid methyl ester